C(#N)C1=NC2=CC(=CC(=C2N=C1N1CCC(CC1)(F)F)[C@@H](C)NC1=C(C(=O)O)C=CC=C1)C (R)-2-((1-(2-cyano-3-(4,4-difluoropiperidin-1-yl)-7-methylquinoxalin-5-yl)ethyl)amino)benzoic acid